OCC(CO[SiH2]OCC(CO)C)C bis-[3-hydroxy-2-methyl-propoxy]-silane